C(C)(C)(C)OC(=O)N1CC(CC1)COC=1SC2=C(N1)C(=CC=C2C(NC2=CC1=CN(N=C1C(=C2)F)C)=O)N2C[C@@H](N([C@H](C2)C)C(=O)OC(C)(C)C)C tert-butyl (2S,6S)-4-[2-[(1-tert-butoxycarbonylpyrrolidin-3-yl)methoxy]-7-[(7-fluoro-2-methyl-indazol-5-yl)carbamoyl]-1,3-benzothiazol-4-yl]-2,6-dimethyl-piperazine-1-carboxylate